4-((2,4-bis(benzyloxy)-N-(4-iodophenyl)-5-isopropylbenzamido)methyl)benzoic acid C(C1=CC=CC=C1)OC1=C(C(=O)N(C2=CC=C(C=C2)I)CC2=CC=C(C(=O)O)C=C2)C=C(C(=C1)OCC1=CC=CC=C1)C(C)C